N1(C=NC=C1)CCCNC(C(CCC[NH3+])NC(=O)OCC1C2=CC=CC=C2C=2C=CC=CC12)=O 5-((3-(1H-imidazol-1-yl)propyl)amino)-4-((((9H-fluoren-9-yl)methoxy)carbonyl)amino)-5-oxopentan-1-aminium